C(C)(=O)N(N(C(=O)C1=CC=2C3=C(C(=NC2C=C1)N)C=NN3C)CC3=C(C=C(C=C3)C=3C=NOC3)F)C N'-acetyl-4-amino-N-(2-fluoro-4-(isoxazol-4-yl)benzyl)-N',1-dimethyl-1H-pyrazolo[4,3-c]quinoline-8-carbohydrazide